C(C)C(C(=O)NC1=C(C=CC=C1)OCC)C 2-ethyl-2'-ethoxypropionanilide